2-(2-methylphenoxy)propionic acid CC1=C(OC(C(=O)O)C)C=CC=C1